C(C)(C)(C)OC(=O)NCCOC1=NN(C=C1C(=O)O)C1=CC(=NC=C1)CC1=CC(=CC(=C1)C(F)(F)F)F 3-(2-((tert-butoxycarbonyl)amino)ethoxy)-1-(2-(3-fluoro-5-(trifluoromethyl)benzyl)pyridin-4-yl)-1H-pyrazole-4-carboxylic acid